NC=1SC2=C(N1)C=CC=C2F 2-amino-7-fluoro-1,3-benzothiazole